C(C)(C)(C)OC(=O)NC1=C(C=C(C(=O)OC)C=C1[N+](=O)[O-])OC methyl 4-((tert-butoxycarbonyl) amino)-3-methoxy-5-nitrobenzoate